2-(3-(((1S,3S,4S,5R)-4-fluoro-1,7-dimethyl-9-azabicyclo[3.3.1]nonan-3-yl)oxy)-1,2,4-triazin-6-yl)-5-(1H-imidazol-1-yl)phenol F[C@@H]1[C@H](C[C@@]2(CC(C[C@H]1N2)C)C)OC=2N=NC(=CN2)C2=C(C=C(C=C2)N2C=NC=C2)O